Cl.COC1=C(C=C(C(=C1)I)OC)CC(C)N 2,5-dimethoxy-4-iodophenyl-2-aminopropane hydrochloride